ClC=1C(=CC=C2C=CC=C(C12)C1=NC=C2C(=CC=NC2=C1F)N1CCN(CC1)C(=O)OC(C)(C)C)F tert-butyl 4-(7-(8-chloro-7-fluoronaphthalen-1-yl)-8-fluoro-1,6-naphthyridin-4-yl)piperazine-1-carboxylate